N-(4-methyl-3-pyridin-2-ylphenyl)spiro[2.3]hexane-6-carboxamide CC1=C(C=C(C=C1)NC(=O)C1CCC12CC2)C2=NC=CC=C2